ClC1=CC(=C(C=C1)[C@@]1(OC2=C(C=CC=C2C=C1)C1CCNCC1)C)OC([2H])([2H])[2H] 4-((R)-2-(4-chloro-2-(methoxy-d3)phenyl)-2-methyl-2H-chromen-8-yl)piperidine